Cl.Cl.O1CC(NC=C1)=O [1,4]Oxazin-3(4H)-one dihydrochloride